CC1=C(C=CC=C1NC(C1=NC=C(C=C1)CNCCO)=O)C1=C(C(=CC=C1)NC(C1=NC=C(C=C1)CNCCO)=O)C N,N'-(2,2'-dimethyl-[1,1'-biphenyl]-3,3'-diyl)bis(5-(((2-hydroxyethyl)amino)methyl)picolinamide)